3-Amino-6-chloro-4-(6,7-difluoro-1H-indazol-4-yl)-1H-1,7-phenanthrolin-2-one NC=1C(NC2=C3C=CC=NC3=C(C=C2C1C1=C2C=NNC2=C(C(=C1)F)F)Cl)=O